2-[(E)-3-[4-Amino-3-[[(2S,4R,5R)-5-(6-aminopurin-9-yl)-4-hydroxyoxolan-2-yl]methoxy]phenyl]prop-2-enoyl]benzoic acid NC1=C(C=C(C=C1)/C=C/C(=O)C1=C(C(=O)O)C=CC=C1)OC[C@H]1O[C@H]([C@@H](C1)O)N1C2=NC=NC(=C2N=C1)N